(S)-(4-(7H-pyrrolo[2,3-d]pyrimidin-4-yl)-3,4-dihydro-2H-1,4-thiazin-6-yl)(3-amino-3-methylpiperidin-1-yl)methanone hydrochloride Cl.N1=CN=C(C2=C1NC=C2)N2CCSC(=C2)C(=O)N2C[C@@](CCC2)(C)N